2-methylene-4-(neopentyloxy)-4-oxobutanoic acid C=C(C(=O)O)CC(=O)OCC(C)(C)C